6-(2,5-dichloropyrimidin-4-yl)-2-(2-hydroxypropyl)-2,3-dihydro-1H-isoindol-1-one ClC1=NC=C(C(=N1)C1=CC=C2CN(C(C2=C1)=O)CC(C)O)Cl